FC(C(C(C(F)(F)F)(F)F)(F)F)(C(=O)[O-])F.C(C)(C)(C)C1=CC=C(C=C1)[S+](C1=CC=CC=C1)C1=CC=CC=C1.C(C)(C)(C)C1=CC=C(C=C1)[S+](C1=CC=CC=C1)C1=CC=CC=C1.FC(C(C(C(F)(F)F)(F)F)(F)F)(C(=O)[O-])F bis(4-t-butylphenyl-diphenyl-sulfonium) perfluorobutane-1-carboxylate